C(C)(C)(C)OC(NN1C(C2=CC=CC=C2C12C1=CC=C(C=C1OC=1C=C(C=CC21)NC2=CC=CC=C2)NC2=CC=CC=C2)=O)=O (3-oxo-3',6'-bis(phenylamino)spiro[isoindoline-1,9'-xanthen]-2-yl)carbamic acid tert-butyl ester